C(C=C)C1CCN(CC1)C1=C(C(=O)NC2=NC(=C(C=C2)Br)NCCC=C)C=CC(=C1)NS(=O)(=O)CC 2-(4-allylpiperidin-1-yl)-N-(5-bromo-6-(but-3-en-1-ylamino)pyridin-2-yl)-4-(ethylsulfonamido)benzamide